N-(4-bromophenyl)-4-cyanobenzamide BrC1=CC=C(C=C1)NC(C1=CC=C(C=C1)C#N)=O